3-((5-methyl-4-nitro-1-(2-oxaspiro[3.3]heptan-6-yl)-1H-pyrazol-3-yl)oxy)propan-1-ol CC1=C(C(=NN1C1CC2(COC2)C1)OCCCO)[N+](=O)[O-]